(R)-N-((5-fluoro-2-hydroxyphenyl)(1H-indol-2-yl)methyl)-3-methyl-5-(5-(4-methylpiperazine-1-yl)pyrimidin-2-yl)benzamide FC=1C=CC(=C(C1)[C@@H](NC(C1=CC(=CC(=C1)C1=NC=C(C=N1)N1CCN(CC1)C)C)=O)C=1NC2=CC=CC=C2C1)O